CC(=CCNC1=NC=NC2=C1NC=N2)C isopentenyladenine